N-glycidyl-aniline C(C1CO1)NC1=CC=CC=C1